[N+](=O)([O-])[O-].[Bi+3].C1(CC1)C1=NNC(=C1)C1OCCC(C1)C1=NC2=NC(=C(N=C2C(=N1)C1=C(C=C(C=C1)F)F)C)C.[N+](=O)([O-])[O-].[N+](=O)([O-])[O-] 2-(2-(3-cyclopropyl-1H-pyrazol-5-yl)tetrahydro-2H-pyran-4-yl)-4-(2,4-difluorophenyl)-6,7-dimethyl-pteridine bismuth nitrate salt